1-({[(1R)-1-(4-cyclopropyl-3,5-diethoxyphenyl)ethyl](4-phenylbutyl)carbamoyl}amino)-3,3-difluorocyclobutane-1-carboxylic acid C1(CC1)C1=C(C=C(C=C1OCC)[C@@H](C)N(C(=O)NC1(CC(C1)(F)F)C(=O)O)CCCCC1=CC=CC=C1)OCC